C(C)(C)(C)OC(=O)N(C(OC(C)(C)C)=O)CCOCCOCCOCCOCCOCCOCC=O tert-butyl N-tert-butoxycarbonyl-N-[2-[2-[2-[2-[2-[2-(2-oxoethoxy)ethoxy]ethoxy] ethoxy]ethoxy] ethoxy]ethyl]carbamate